C(C)OC(CNC(=O)C1CN(C1)C1=CC(=C2C(C(=CN(C2=N1)C1=NC=NS1)C(=O)O)=O)C)C 7-{3-[(2-ethoxypropyl)carbamoyl]azetidin-1-yl}-5-methyl-4-oxo-1-(1,2,4-thiadiazol-5-yl)-1,4-dihydro-1,8-naphthyridine-3-carboxylic acid